Ethyl 1-(2-(ethylthio)-4-(trifluoromethyl) phenyl)-5-methyl-1H-1,2,3-triazole-4-carboxylate C(C)SC1=C(C=CC(=C1)C(F)(F)F)N1N=NC(=C1C)C(=O)OCC